BrC1=C(C(=CC2=C1C=C(S2)C(=O)OCC)OC)O ethyl 4-bromo-5-hydroxy-6-methoxy-1-benzothiophene-2-carboxylate